5-[8-(4-piperidylmethyl)-5-oxa-2,8-diazaspiro[3.5]nonan-2-yl]-5-[4-[4-(trifluoromethoxy)phenoxy]phenyl]hexahydropyrimidine-2,4,6-trione N1CCC(CC1)CN1CCOC2(CN(C2)C2(C(NC(NC2=O)=O)=O)C2=CC=C(C=C2)OC2=CC=C(C=C2)OC(F)(F)F)C1